C(C=C)(=O)N1C[C@@H](CC1)N1C(N(C=2C=NC=CC21)C2=CC=C(C=C2)OCC2=CC(=CC=C2)C(F)(F)F)=O (R)-1-(1-acryloylpyrrolidin-3-yl)-3-(4-((3-(trifluoromethyl)benzyl)oxy)phenyl)-1H-imidazo[4,5-c]pyridin-2(3H)-one